[[4-[3-[3-[[ethyl(methyl)sulfamoyl]amino]-2,6-difluoro-benzoyl]-1H-pyrrolo[2,3-b]pyridin-5-yl]phenyl]methyl]pyrrolidine-3-carboxylic acid C(C)N(S(=O)(=O)NC=1C(=C(C(=O)C2=CNC3=NC=C(C=C32)C3=CC=C(C=C3)CN3CC(CC3)C(=O)O)C(=CC1)F)F)C